2-[4-(3-Phenylprop-2-enoyl)phenoxy]acetic Acid C1(=CC=CC=C1)C=CC(=O)C1=CC=C(OCC(=O)O)C=C1